C(C)[C@@H]1[C@H](C1)C(=O)ON1C(C2=CC=CC=C2C1=O)=O (1,3-Dioxoisoindolin-2-yl) (1S,2S)-2-ethylcyclopropanecarboxylate